CS(=O)(=O)N1C=C(C=C1)C(=O)N[C@@H](COCC1=CC=C(C(=O)OC(C)(C)C)C=C1)C(NC=1SC=C(N1)C1=CC=CC=C1)=O tert-butyl 4-[[(2S)-2-[(1-methanesulfonylpyrrol-3-yl)formamido]-2-[(4-phenyl-1,3-thiazol-2-yl)carbamoyl]ethoxy]methyl]benzoate